C12CNCC(CC1)N2C2=NC(=CC(=N2)NC=2C=C1C=NNC1=CC2)C(F)(F)F N-(2-(3,8-diazabicyclo[3.2.1]oct-8-yl)-6-(trifluoromethyl)pyrimidin-4-yl)-1H-indazol-5-amine